C(C)(C)(C)OC(=O)C=1NC2=C(C(=CC=C2C1CCCOC1=CC=CC2=CC(=CC=C12)F)F)Br.ClC1=CC=C2C(C=C(OC2=C1)OCC(F)(F)F)=O 7-chloro-2-(2,2,2-trifluoroethoxy)chromone tert-butyl-7-bromo-6-fluoro-3-(3-((6-fluoronaphthalen-1-yl)oxy)propyl)-1H-indole-2-carboxylate